1-(6-(3-Fluoro-4-isopropoxyphenyl)chinolin-2-yl)piperidin FC=1C=C(C=CC1OC(C)C)C=1C=C2C=CC(=NC2=CC1)N1CCCCC1